2-(tert-Butyl)-1'-methyl-5-phenylspiro[indole-3,3'-indolin]-2'-one C(C)(C)(C)C1=NC2=CC=C(C=C2C12C(N(C1=CC=CC=C21)C)=O)C2=CC=CC=C2